CC=1N(N=C2C(=NN=C(C21)C)N2CCC(CC2)C(=O)NCCCCCN(C)C)C2=CC=C(C=C2)C 1-(3,4-dimethyl-2-(p-tolyl)-2H-pyrazolo[3,4-d]pyridazin-7-yl)-N-(5-(dimethylamino)pentyl)piperidine-4-carboxamide